NCC1(CC1)NC(OC(C)(C)C)=O tert-butyl (1-(aminomethyl)cyclopropyl)carbamate